N[C@H](C(=O)N[C@H](C(=O)OC(C)(C)C)CCC(C=[N+]=[N-])=O)CC1=CN=CN1C tert-butyl (S)-2-((S)-2-amino-3-(1-methyl-1H-imidazol-5-yl)propanamido)-6-diazo-5-oxohexanoate